6-cyclopropanecarboxamido-4-{[5-fluoro-2-methoxy-3-(1,3-oxazol-4-yl)phenyl]amino}-N-(2H3)methylpyridazine-3-carboxamide C1(CC1)C(=O)NC1=CC(=C(N=N1)C(=O)NC([2H])([2H])[2H])NC1=C(C(=CC(=C1)F)C=1N=COC1)OC